ClC1=C(C=C(C=C1)NC([C@@H]([C@@H]1CC[C@H](C=2C=CC(=NC12)C)C)C)=O)C1=NOC(=N1)C (αR,5R,8S)-N-[4-chloro-3-(5-methyl-1,2,4-oxadiazol-3-yl)phenyl]-5,6,7,8-tetrahydro-α,2,5-trimethyl-8-quinolineacetamide